N2-[4-[4-[methyl(2-pyridylmethyl)amino]-1-piperidyl]phenyl]-N4-[2-(6-methyl-2-pyridyl)pyrimidin-4-yl]pyrimidine-2,4-diamine CN(C1CCN(CC1)C1=CC=C(C=C1)NC1=NC=CC(=N1)NC1=NC(=NC=C1)C1=NC(=CC=C1)C)CC1=NC=CC=C1